CN(C([O-])=O)C1CCN(CC1)C N-methyl-N-(1-methylpiperidin-4-yl)carbamate